2-(3-(3,4-difluorophenyl)-5-iodo-4-(4-sulfamoylbenzyl)-1H-pyrazol-1-yl)thiazole-4-carboxylic acid FC=1C=C(C=CC1F)C1=NN(C(=C1CC1=CC=C(C=C1)S(N)(=O)=O)I)C=1SC=C(N1)C(=O)O